benzyl(1,3-bis(prop-2-yn-1-yloxy) propan-2-yl)carbamate C(C1=CC=CC=C1)OC(NC(COCC#C)COCC#C)=O